N-[4-(dimethylamino)cyclohexyl]-6-[3-(prop-2-enamido)phenyl]quinazoline-2-carboxamide CN(C1CCC(CC1)NC(=O)C1=NC2=CC=C(C=C2C=N1)C1=CC(=CC=C1)NC(C=C)=O)C